7-bromo-8-fluoro-3-(1-hydroxyethyl)-3,4-dihydro-1H-quinoxalin-2-one BrC1=CC=C2NC(C(NC2=C1F)=O)C(C)O